(P)-6-Amino-7-(3-hydroxy-2,6-dimethylphenyl)-3-methyl-3H-imidazo[4,5-b]pyridine-5-carboxamide NC=1C(=C2C(=NC1C(=O)N)N(C=N2)C)C2=C(C(=CC=C2C)O)C